3-benzyloxy-N-(2-fluoropyridin-3-yl)thiophene-2-carboxamide C(C1=CC=CC=C1)OC1=C(SC=C1)C(=O)NC=1C(=NC=CC1)F